C1C=CN2C3=C(C=C4C(=C13)OC(C=C4)=O)C=CC2 1H,5H,11H-pyrano[2,3-f]pyrido[3,2,1-ij]quinolin-11-one